2-(3-(3-((S)-(4-cyclohexyl-4H-1,2,4-triazol-3-yl)fluoromethyl)oxetan-3-yl)phenyl)-6-(((S)-2-isopropyl-4-methylpiperazin-1-yl)methyl)-4-(trifluoromethyl)isoindolin-1-one C1(CCCCC1)N1C(=NN=C1)[C@H](C1(COC1)C=1C=C(C=CC1)N1C(C2=CC(=CC(=C2C1)C(F)(F)F)CN1[C@H](CN(CC1)C)C(C)C)=O)F